(S)-(4-(difluoromethyl)oxazol-5-yl)(4-(6-methylbenzo[d]oxazol-2-yl)-6,7-dihydro-1H-imidazo[4,5-c]pyridin-5(4H)-yl)methanone FC(C=1N=COC1C(=O)N1[C@@H](C2=C(CC1)NC=N2)C=2OC1=C(N2)C=CC(=C1)C)F